3-bromopropanesulfonamide BrCCCS(=O)(=O)N